1-(2-oxo-2-(5-(2-(trifluoromethoxy)phenyl)isoindolin-2-yl)ethyl)-1H-1,2,4-triazole-3-carbonitrile O=C(CN1N=C(N=C1)C#N)N1CC2=CC=C(C=C2C1)C1=C(C=CC=C1)OC(F)(F)F